Cl.Cl.FC1=C(C=CC=C1F)[C@H]1[C@@H](C=2C(=NC=CC2)[C@@H](CC1)O[Si](C(C)C)(C(C)C)C(C)C)N (5S,6S,9R)-6-(2,3-difluorophenyl)-9-((triisopropylsilyl)oxy)-6,7,8,9-tetrahydro-5H-cyclohepta[b]pyridin-5-amine dihydrochloride